N-[(3S,4S)-3-methyl-1-(tetrahydro-2H-pyran-4-yl)-4-piperidyl]-6-{3-[4-(N-methylcarbamoyl)-2-anisidino]-1-propynyl}-1-(2,2,2-trifluoroethyl)-1H-1,3-benzimidazole-4-carboxamide C[C@H]1CN(CC[C@@H]1NC(=O)C1=CC(=CC=2N(C=NC21)CC(F)(F)F)C#CCNC=2C(OC)=CC=C(C2)C(NC)=O)C2CCOCC2